C[C@H]1O[C@H](CN(C1)C1=C2C=CC=NC2=C(C=C1)C(F)(F)F)C(=O)O (2R,6R)-6-methyl-4-[8-(trifluoromethyl)-5-quinolinyl]Morpholine-2-carboxylic acid